C(C=C)(=O)OC(C(=O)O)CCCC 2-acryloyloxyhexanoic acid